BrC1=C(C=C(C=C1)CC(=O)[O-])COC1=CC(=CC=C1)COS(=O)(=O)C (4-bromo-3-((3-(methylsulfonyloxymethyl)phenoxy)methyl)phenyl)acetate